5-[(3S,4S)-4-(tert-butoxycarbonylamino)-3-methyl-2-oxa-8-azaspiro[4.5]Decan-8-yl]Pyrimidine-4-carboxylic acid ethyl ester C(C)OC(=O)C1=NC=NC=C1N1CCC2([C@@H]([C@@H](OC2)C)NC(=O)OC(C)(C)C)CC1